2-(((R)-6-((S)-3-amino-5-phenylpentanamido)spiro[3.3]heptan-2-yl)oxy)nicotinamide N[C@H](CC(=O)NC1CC2(CC(C2)OC2=C(C(=O)N)C=CC=N2)C1)CCC1=CC=CC=C1